C(C)OC(=O)C1NCCC1CCC=O 3-(3-oxo-propyl)pyrrolidine-2-carboxylic acid ethyl ester